N1(CCCC1)CCC=1N=CN(C1)C1=CC=C(C=C1)C1=NOC(=N1)C(F)(F)F 1-(pyrrolidin-1-yl)-2-(1-(4-(5-(trifluoromethyl)-1,2,4-oxadiazol-3-yl)phenyl)-1H-imidazol-4-yl)ethan